OCNCCOCCO 2-(2-(hydroxymethyl-amino)ethoxy)ethanol